[1-[2-(2-methoxypyrimidin-5-yl)-6-methyl-4-oxo-chromen-8-yl]ethylamino]benzoic acid COC1=NC=C(C=N1)C=1OC2=C(C=C(C=C2C(C1)=O)C)C(C)NC1=C(C(=O)O)C=CC=C1